C(C)C=1C=C(C(=C(C1)F)C#C)F 5-ethyl-2-ethynyl-1,3-difluorobenzene